O=C1NC(CCC1C=1C=CC(=NC1)N1CCN(CC(C1)O)C(=O)OC(C)(C)C)=O tert-butyl 4-[5-(2,6-dioxo-3-piperidyl)-2-pyridyl]-6-hydroxy-1,4-diazepane-1-carboxylate